(3S)-3-(1,4-dimethyl-1H-benzotriazol-5-yl)-3-(7-{[(4R)-7-ethoxy-4-ethyl-1,1-dioxo-3,4-dihydro-2H-pyrido[2,3-b][1,4,5]oxathiazepin-2-yl]methyl}-1-benzothien-5-yl)propionic acid CN1N=NC2=C1C=CC(=C2C)[C@@H](CC(=O)O)C=2C=C(C1=C(C=CS1)C2)CN2S(C1=C(O[C@@H](C2)CC)N=C(C=C1)OCC)(=O)=O